C(C)(C)(C)C(C(=O)[O-])(C(=O)[O-])CCCCCCCCCC.[Na+].[Na+] sodium 2-(tert-butyl)-2-decylmalonate